4-(4-(5-(((1R,4R,5R,6S)-6-fluoro-2-methyl-2-azabicyclo[2.2.1]heptan-5-yl)oxy)-1,3,4-thiadiazol-2-yl)-3-hydroxyphenyl)-1-methyl-1,3,5-triazin-2(1H)-one F[C@@H]1[C@@H]([C@H]2CN([C@@H]1C2)C)OC2=NN=C(S2)C2=C(C=C(C=C2)C2=NC(N(C=N2)C)=O)O